FC(OC1=C(C=C(C=C1)C)[C@H]1CCN2N1C=1C=C(C=CC1C2=O)C=2C=NC(=NC2)N2C[C@H]1N(CC2)C(NC1)=O)F (R)-3-(2-(difluoromethoxy)-5-methylphenyl)-6-(2-((S)-3-oxohexahydroimidazo[1,5-a]pyrazin-7(1H)-yl)pyrimidin-5-yl)-2,3-dihydro-1H,9H-pyrazolo[1,2-a]indazol-9-one